ClC1=CC=C2C(=CNC2=C1Cl)S(=O)(=O)NC1=NC(=C(C=C1F)OCC(F)F)OC 6,7-dichloro-N-[5-(2,2-difluoroethoxy)-3-fluoro-6-methoxypyridin-2-yl]-1H-indole-3-sulfonamide